CN1[C@@H](CCC1)[C@H](CC)O (1S)-1-[(2S)-1-methylpyrrolidin-2-yl]propan-1-ol